NC(C[C@](C)(C1CC1)NC(C1=CC(=C(C=C1)C1CC1)OC(C)C)=O)=O N-[(2R)-4-amino-2-cyclopropyl-4-oxobutan-2-yl]-4-cyclopropyl-3-[(propan-2-yl)oxy]benzamide